3-(2-(4-methyl-1,3,5-triazin-2-yl)pyridin-4-yl)-5-(trifluoromethyl)-1,2,4-oxadiazole CC1=NC(=NC=N1)C1=NC=CC(=C1)C1=NOC(=N1)C(F)(F)F